N-(4-fluoro-3-methylphenyl)-1,2,4-trimethyl-5-(2-((4-methyl-1-(1-methyl-1H-pyrazole-4-carbonyl)piperidin-4-yl)amino)-2-oxoacetyl)-1H-pyrrole-3-carboxamide FC1=C(C=C(C=C1)NC(=O)C1=C(N(C(=C1C)C(C(=O)NC1(CCN(CC1)C(=O)C=1C=NN(C1)C)C)=O)C)C)C